1-[4-chloro-2-(6-hydroxypyrimidin-4-yl)phenyl]-1H-1,2,3-triazole-4-carbonitrile ClC1=CC(=C(C=C1)N1N=NC(=C1)C#N)C1=NC=NC(=C1)O